1-(4-isobutoxybenzyl)-5-methyl-3-(1-methylpiperidin-4-yl)-5-phenyltetrahydropyrimidin-2(1H)-one C(C(C)C)OC1=CC=C(CN2C(N(CC(C2)(C2=CC=CC=C2)C)C2CCN(CC2)C)=O)C=C1